5-(2-fluoro-4-((methylamino)methyl)phenyl)-1,3,4-oxadiazol FC1=C(C=CC(=C1)CNC)C1=NN=CO1